3,7-dimethyl-5-octenoic acid CC(CC(=O)O)CC=CC(C)C